FC1=CC=C(C=C1)C1=NN2C(COCC2C)=C1C1=C2C(=NC(=C1)C)NN=C2 2-(4-fluorophenyl)-7-methyl-3-(6-methyl-1H-pyrazolo[3,4-b]pyridin-4-yl)-6,7-dihydro-4H-pyrazolo[5,1-c][1,4]oxazine